4-(2-bromo-6-methoxycarbonyl-3-pyridinyl)piperazine-1-carboxylic acid tert-butyl ester C(C)(C)(C)OC(=O)N1CCN(CC1)C=1C(=NC(=CC1)C(=O)OC)Br